tert-butyl ((2S,3R)-3-hydroxy-1-phenyl-4-(((S)-1-phenylethyl)amino)butanyl)carbamate O[C@H](CC(C1=CC=CC=C1)NC(OC(C)(C)C)=O)CN[C@@H](C)C1=CC=CC=C1